diaminosilane N[SiH2]N